C(=O)(OC(C)(C)C)N[C@H](COCC1=CC=CC=C1)C(=O)O N-BOC-O-benzyl-D-serine